ClC1=NC=C(C(=C1N)N)C1CC1 2-chloro-5-cyclopropylpyridine-3,4-diamine